COC(C(C(C(=O)OC)C(C)CC)(C(C)CC)C#N)=O 2-cyano-2,3-di-sec-butylbutanedioic acid dimethyl ester